C1(CC1)N(S(=O)(=O)NC(=O)C1=CC(=C(C(=O)O)C=C1OCC)F)C1CC1 4-((N,N-dicyclopropylsulfamoyl)carbamoyl)-5-ethoxy-2-fluorobenzoic acid